11-((tert-butyldiphenylsilyl)oxy)-21-(heptyloxy)-21-oxohenicosanoic acid [Si](C1=CC=CC=C1)(C1=CC=CC=C1)(C(C)(C)C)OC(CCCCCCCCCC(=O)O)CCCCCCCCCC(=O)OCCCCCCC